Tert-butyl 4-(((5-(5-(difluoromethyl)-1,3,4-oxadiazol-2-yl) pyridin-2-yl) methyl) (phenyl) carbamoyl)-4-fluoropiperidine-1-carboxylate FC(C1=NN=C(O1)C=1C=CC(=NC1)CN(C(=O)C1(CCN(CC1)C(=O)OC(C)(C)C)F)C1=CC=CC=C1)F